bis(phenylamino)spiro[isoindolin-1,9'-xanthen]-3-one C1(=CC=CC=C1)NC1=C(C=2C3(C4=CC=CC=C4OC2C=C1)NC(C1=CC=CC=C13)=O)NC1=CC=CC=C1